6-(7'-Fluoro-2'-oxospiro[cyclopropane-1,3'-dihydroindole]-5'-yl)-3-methyl-3,4-dihydropyridine-1(2H)-carboxylic acid tert-butyl ester C(C)(C)(C)OC(=O)N1CC(CC=C1C=1C=C2C3(C(NC2=C(C1)F)=O)CC3)C